(1s,4s)-4-(5-methoxy-2-oxo-1,2-dihydroquinazolin-3(4H)-yl)-N-(3-methoxy-4-methylphenyl)cyclohexanecarboxamide COC1=C2CN(C(NC2=CC=C1)=O)C1CCC(CC1)C(=O)NC1=CC(=C(C=C1)C)OC